Ethoxypropylene glycol C(C)OC(C(C)O)O